CC1=CC=CC(=N1)C1=C(N=CN1)C=1C=C2C=C(C=NC2=CC1)C1=CC=C2CCNCC2=C1 6-[5-(6-methyl-2-pyridyl)-1H-imidazol-4-yl]-3-(1,2,3,4-tetrahydroisoquinolin-7-yl)quinoline